3-((2R,3S,3aR,7R,8aS,9R,9aR)-9-acetoxy-3-((fluorodiisopropylsilyl)oxy)-7-(2-(pivaloyloxy)ethyl)decahydrofuro[3,2-b]pyrano[2,3-e]pyran-2-yl)propan-1,2-diyl diacetate C(C)(=O)OCC(C[C@@H]1[C@@H]([C@@H]2OC3[C@@H]([C@H]([C@@H]2O1)OC(C)=O)O[C@H](CC3)CCOC(C(C)(C)C)=O)O[Si](C(C)C)(C(C)C)F)OC(C)=O